[Si](C)(C)(C(C)(C)C)OCC(CC=1C2(C3=CC=CC=C3C1)CCC(CC2)(C(=O)OC)NC2=CC(=CC=C2)Cl)C(F)F methyl (1r,4r)-2'-[2-({[tert-butyl(dimethyl)silyl]oxy}methyl)-3,3-difluoropropyl]-4-(3-chloroanilino)spiro[cyclohexane-1,1'-indene]-4-carboxylate